N-[(6-Amino-2-pyridyl)sulfonyl]-2-(6-azaspiro[3.3]heptan-6-yl)-6-(3-fluoro-5-isobutoxyphenyl)pyridin-3-carboxamid NC1=CC=CC(=N1)S(=O)(=O)NC(=O)C=1C(=NC(=CC1)C1=CC(=CC(=C1)OCC(C)C)F)N1CC2(CCC2)C1